3-(cyclopentyl-2,2,3,3,4,4,5,5-d8)-3-hydrazineylpropanenitrile L-tartrate dihydrate O.O.C(=O)(O)[C@H](O)[C@@H](O)C(=O)O.C1(C(C(C(C1([2H])[2H])([2H])[2H])([2H])[2H])([2H])[2H])C(CC#N)NN